C(C1=CC=CC=C1)N1CCN(CC1)[C@@H]1[C@H](CN(CC1)C1=CC(=C(C(=C1)F)C=1C(=NC(=CC1)OCC1=CC=CC=C1)OCC1=CC=CC=C1)F)F 1-Benzyl-4-((3S,4S)-1-(4-(2,6-bis(benzyloxy)pyridin-3-yl)-3,5-difluorophenyl)-3-fluoropiperidin-4-yl)piperazine